NC1=CC(=C(C(=O)NCCC[C@@H](C(=O)OC)NC(=O)C=2SC(=CC2)N(C)CC=2N=C3C(=NC(=NC3=NC2)N)N)C=C1)C=1N=NNN1 Methyl (S)-5-(4-amino-2-(2H-tetrazol-5-yl)benzamido)-2-(5-(((2,4-diaminopteridin-6-yl)methyl) (methyl)amino)thiophene-2-carboxamido)pentanoate